C(C)(C)=NN1C(N=C(C(=C1N)OC)C(=O)O)C1=C(C(=C(C=C1)Cl)OC)F.[N+](=O)([O-])C1=CC=C(OC(=O)OC2CCC#CCCC2)C=C1 5-((4-nitrophenoxy-carbonyl)oxy)cyclooctyne (isopropylideneamino)6-amino-2-(4-chloro-2-fluoro-3-methoxy-phenyl)-5-methoxy-pyrimidine-4-carboxylate